C(C1=CC=CC=C1)OP(=O)(OCC1=CC=CC=C1)NCC1=CC(=C(C=C1)CC(=O)OCC)OCC=1C=C(C2=C(C=CO2)C1)Br ethyl 2-(4-((bis(benzyloxy)phosphorylamino)methyl)-2-((7-bromobenzofuran-5-yl)methoxy)phenyl)acetate